FC(OC1=CC=C(C=C1)OB(O)O)F [4-(difluoromethoxy)phenyl]Boric acid